tert-butyl (5-(2-(2,6-dioxopiperidin-3-yl)-1-oxoisoindolin-4-yl)-2-methylpent-4-yn-2-yl)carbamate O=C1NC(CCC1N1C(C2=CC=CC(=C2C1)C#CCC(C)(C)NC(OC(C)(C)C)=O)=O)=O